C(CCCCCCC(=O)OOC(CC)CC)(=O)OCCCC(CCCOC(CCC(OCCCC\C=C/CC)OCCCC\C=C/CC)=O)O 1-(7-((4,4-bis(((Z)-oct-5-en-1-yl) oxy) butyryl) oxy)-4-hydroxyheptyl) 8-(3-pentyloxy) suberate